5-(bromomethyl)nicotinonitrile BrCC=1C=NC=C(C#N)C1